FC1=C(C=CC=C1F)C=1C=C2C(=NNC2=CC1)C(=O)NC[C@@H]1COCC1 5-(2,3-difluorophenyl)-N-(((R)-tetrahydrofuran-3-yl)methyl)-1H-indazole-3-carboxamide